8-(6-((4-methoxypyridin-2-yl)amino)-2-(pyridin-3-yl)pyrimidin-4-yl)-2-methyl-2,8-diazaspiro[4.5]decan-1-one COC1=CC(=NC=C1)NC1=CC(=NC(=N1)C=1C=NC=CC1)N1CCC2(CCN(C2=O)C)CC1